BrCCC1=CC=C(C(=O)NC2=CC3=C(N(C4=CC=CC=C34)C)C(=N2)C2=CC=C(C=C2)OC)C=C1 4-(2-bromoethyl)-N-(1-(4-methoxyphenyl)-9-methyl-9H-pyrido[3,4-b]indol-3-yl)benzamide